1-hydroxy-cyclohexyl phenyl ketone C1(=CC=CC=C1)C(=O)C1(CCCCC1)O